Dichloro[1,3-bis(diphenylphosphino)propane] palladium (II) [Pd+2].ClC(CP(C1=CC=CC=C1)C1=CC=CC=C1)(CP(C1=CC=CC=C1)C1=CC=CC=C1)Cl